OC=1C(OC(=CC1I)C(=O)OC)=O methyl 3-hydroxy-4-iodo-2-oxo-2H-pyran-6-carboxylate